2-(trifluoromethyl)-7-vinyl-pyrido[3,2-d]pyrimidin-4-ol FC(C=1N=C(C2=C(N1)C=C(C=N2)C=C)O)(F)F